(R)-5-hydroxy-15-methyl-11-thia-3,6,14,17-tetraazatetracyclo[8.8.0.02,7.012,18]octadeca-1,3,5,7,9,12(18)-hexaen-13-one OC=1C=NC2=C3C=4NC[C@H](NC(C4SC3=CC=C2N1)=O)C